(S,S) or (R,R)-2,2'-isopropylidenebis(4-phenyl-2-oxazoline) C(C)(C)(C=1OC[C@@H](N1)C1=CC=CC=C1)C=1OC[C@@H](N1)C1=CC=CC=C1 |o1:6,17|